1-(4-((4-((4-((1-(5,6-dimethylpyridin-3-yl)-1H-pyrazol-3-yl)oxy)-2-fluorophenyl)amino)-7-methoxyquinazolin-6-yl)amino)piperidin-1-yl)prop-2-en-1-one CC=1C=C(C=NC1C)N1N=C(C=C1)OC1=CC(=C(C=C1)NC1=NC=NC2=CC(=C(C=C12)NC1CCN(CC1)C(C=C)=O)OC)F